BrC1=CC=2C(C=3C=C(C=CC3C2C2=C1C=CC=C2)Br)=O 5,9-dibromo-7H-benzo[c]fluoren-7-one